C(C)(C)(C)OC(=O)N1[C@H](CC(=C[C@H]1C1CC1)C1=C(C=C(C(=C1)OC(C)C)[N+](=O)[O-])C)C1CC1 cis-2,6-dicyclopropyl-4-(5-isopropoxy-2-methyl-4-nitrophenyl)-3,6-dihydropyridine-1(2H)-carboxylic acid tert-butyl ester